O1C=NC(=C1)CC(=O)N1CC2=CC=CC(=C2CC1)OC1=CC=C(C=C1)C(F)(F)F 2-(oxazol-4-yl)-1-(5-(4-(trifluoromethyl)phenoxy)-3,4-dihydroisoquinolin-2(1H)-yl)ethan-1-one